CN1CCN(CC1)C1=CC=C(C=C1)\C=C(/C#N)\C1=CC=C(C=C1)C1=CC=NC=C1 (Z)-3-(4-(4-methylpiperazin-1-yl)phenyl)-2-(4-(pyridin-4-yl)phenyl)acrylonitrile